ClCC(=O)N(CC)CCC1=C(C=CC=C1)Cl 2-chloro-N-(2-chlorophenyl-ethyl)-N-ethylacetamide